7-cyano-N-(2-(3,3-difluoro-1-hydroxycyclobutyl)ethyl)-4-(isopropylamino)-5H-pyrido[3,2-b]indole-3-carboxamide C(#N)C=1C=CC=2C3=C(NC2C1)C(=C(C=N3)C(=O)NCCC3(CC(C3)(F)F)O)NC(C)C